cis-1-[(tert-butoxy)carbonyl]-4-methylpiperidine-3-carboxylic acid C(C)(C)(C)OC(=O)N1C[C@H]([C@H](CC1)C)C(=O)O